(±)-5-((4-(3-(aminomethyl)azetidin-1-yl)-3-((methylsulfinyl)methyl)phenyl)amino)-7-(cyclopropylamino)pyrazolo[1,5-a]pyrimidine-3-carbonitrile NCC1CN(C1)C1=C(C=C(C=C1)NC1=NC=2N(C(=C1)NC1CC1)N=CC2C#N)C[S@](=O)C |r|